C1(CC1)N1C(=NC(=C1)C(F)(F)F)C1=CC=C(C=C1)COC(=O)C1C(=C2C(N=C(N=C2)C=2C(=NC=NC2OC)C2CC2)=NC1=O)C {4-[1-cyclopropyl-4-(trifluoromethyl)imidazol-2-yl]phenyl methyl}-2-(4-cyclopropyl-6-methoxypyrimidin-5-yl)-5-methyl-7-oxopyrido[2,3-d]pyrimidine-6-carboxylate